N-(5-bromo-2-iodophenyl)-2-(4-(trifluoromethyl)phenyl)acetamide BrC=1C=CC(=C(C1)NC(CC1=CC=C(C=C1)C(F)(F)F)=O)I